6-(hex-5-yn-1-yl)-2,4-dihydroxy-3-[(1R,6R)-3-methyl-6-(prop-1-en-2-yl)cyclohex-2-en-1-yl]benzoic acid C(CCCC#C)C1=CC(=C(C(=C1C(=O)O)O)[C@@H]1C=C(CC[C@H]1C(=C)C)C)O